2-QUINOXALINECARBOXALDEHYDE N1=C(C=NC2=CC=CC=C12)C=O